FC=1C(=C(C=CC1F)[C@H]1[C@H](O[C@]([C@@H]1C)(C)C(F)F)C(=O)NC1=CC(=NC=C1)C(=O)N)OC (2S,3S,4R,5S)-4-[[3-(3,4-Difluoro-2-methoxy-phenyl)-5-(difluoromethyl)-4,5-dimethyl-tetrahydrofuran-2-carbonyl]amino]pyridin-2-carboxamid